carbamic acid, ammonium salt [NH4+].C(N)([O-])=O